N'-(2,3-dichlorophenyl)-2,2-difluoroacetamidine ClC1=C(C=CC=C1Cl)N=C(C(F)F)N